2-[(9R)-3-bromo-11-[(2,4-dimethoxyphenyl)methyl]-12-oxo-2-thia-8,11-diazatricyclo[6.4.1.04,13]trideca-1(13),3-dien-9-yl]acetic acid BrC=1SC=2C(N(C[C@H](N3CCCC1C23)CC(=O)O)CC2=C(C=C(C=C2)OC)OC)=O